COCC1=C(C(=NC=C1)C)C(=O)OCC([C@H](C[C@H]1C(NCC1)=O)NC([C@@H](NC(=O)C=1NC2=CC=CC(=C2C1)OC)CC(C)C)=O)=O (3S)-3-({N-[(4-methoxy-1H-indol-2-yl) carbonyl]-L-leucyl}amino)-2-oxo-4-[(3S)-2-oxopyrrolidin-3-yl]butyl 4-(methoxymethyl)-2-methylpyridine-3-carboxylate